C(C)(C)C1=C(C(=CC=C1)C(C)C)NC1=CC(=CC=2N(C(NC21)=O)C)C 4-[(2,6-diisopropylphenyl)amino]-1,6-dimethyl-1,3-dihydro-2H-benzimidazol-2-one